C(C)(C)(C)OC(=O)N1CCC1 N-(tert-butoxycarbonyl)-azetidine